[C@@H](C)(CC)OC1=NC=2N(C=C1C(=O)NC=1C(N(C=CC1)[C@H]1[C@H](C1)F)=O)C=C(N2)C21COC(C2)(C1)C 7-((R)-sec-butoxy)-N-(1-(cis-2-fluorocyclopropyl)-2-oxo-1,2-dihydropyridin-3-yl)-2-(1-methyl-2-oxabicyclo[2.1.1]hexan-4-yl)imidazo[1,2-a]pyrimidine-6-carboxamide